4-((5-carbamoylindazol-1-yl)methyl)phenylphosphonic acid C(N)(=O)C=1C=C2C=NN(C2=CC1)CC1=CC=C(C=C1)P(O)(O)=O